1-(3-(2-methylpyridin-4-ylamino)phenyl)-3-(3-(pyridin-4-ylamino)phenyl)urea CC1=NC=CC(=C1)NC=1C=C(C=CC1)NC(=O)NC1=CC(=CC=C1)NC1=CC=NC=C1